(S)-1-(7-(3-(2-chloro-5-fluorophenyl)pyrazolo[1,5-a]pyridine-2-carbonyl)-6-methyl-2,7-diazaspiro[3.5]nonan-2-yl)prop-2-en-1-one ClC1=C(C=C(C=C1)F)C=1C(=NN2C1C=CC=C2)C(=O)N2[C@H](CC1(CN(C1)C(C=C)=O)CC2)C